methyl (R)-3-(4-(2-(tert-butoxy)-2-oxoethyl) phenyl)-2-methylpropionate C(C)(C)(C)OC(CC1=CC=C(C=C1)C[C@H](C(=O)OC)C)=O